1-(9-ethyl-2-(3-methoxy-4-phenyl-1H-pyrazol-1-yl)-6-morpholino-9H-purin-8-yl)pyrrolidin-3-ol C(C)N1C2=NC(=NC(=C2N=C1N1CC(CC1)O)N1CCOCC1)N1N=C(C(=C1)C1=CC=CC=C1)OC